FC(C=1C(=C(C=CC1)[C@@H](C)NC1=NN=C(C=2C1=CN(C(C2)=O)C2CCS(CC2)(=O)=O)C)C)F (R)-4-((1-(3-(difluoromethyl)-2-methylphenyl)ethyl)amino)-6-(1,1-dioxotetrahydro-2H-thiopyran-4-yl)-1-methylpyrido[3,4-d]pyridazin-7(6H)-one